N1C(C=CC2=CC=C3C(=C12)SC1=C3C=CC=C1)=O Benzothieno[3,2-h]Quinolin-2(1H)-one